Sodium perfluoro-1-hexanesulfonate FC(C(C(C(C(C(F)(F)F)(F)F)(F)F)(F)F)(F)F)(S(=O)(=O)[O-])F.[Na+]